pentadecene phosphate P(=O)(O)(O)O.C=CCCCCCCCCCCCCC